(R)-4-amino-4-(4-(7,7-difluoro-2-(2-(trifluoromethyl)azetidin-1-yl)-6,7-dihydro-5H-cyclopenta[d]pyrimidin-4-yl)phenyl)tetrahydro-2H-thiopyran 1,1-dioxide NC1(CCS(CC1)(=O)=O)C1=CC=C(C=C1)C=1C2=C(N=C(N1)N1[C@H](CC1)C(F)(F)F)C(CC2)(F)F